C(C)(=O)OC1[C@@H](NC(CCC#C)=O)[C@@H](OC(C)=O)[C@H](OC(C)=O)[C@H](O1)COC(C)=O 1,3,4,6-tetra-O-acetyl-N-4-pentynoyl-mannosamine